8-methyl-7-(3-(6-methylpyridin-3-yl)-7,8-dihydro-1,6-naphthyridin-6(5H)-yl)-2-(trifluoromethyl)-4H-pyrimido[1,2-b]pyridazin-4-one CC1=CC=2N(N=C1N1CC=3C=C(C=NC3CC1)C=1C=NC(=CC1)C)C(C=C(N2)C(F)(F)F)=O